2-[[4-[2-[(4-Cyano-2-fluoro-phenyl)methoxy]-5-fluoro-pyrimidin-4-yl]-2,5-difluoro-phenyl]methyl]-3-[[(2S)-oxetan-2-yl]methyl]benzimidazole-5-carboxylic acid methyl ester COC(=O)C1=CC2=C(N=C(N2C[C@H]2OCC2)CC2=C(C=C(C(=C2)F)C2=NC(=NC=C2F)OCC2=C(C=C(C=C2)C#N)F)F)C=C1